C1(=CC=CC=C1)C carbaphenol